C1(=CC=CC=C1)S(=O)(=O)O.C(C1=CC=CC=C1)OC([C@@H](N)CCCCN)=O Z-L-lysine benzyl ester benzenesulfonate salt